N[C@@H](CCCCN)C(=O)O (E)-lysine